1-(2-(trifluoromethoxy)ethyl)-6-(2-(2-(trifluoromethyl)pyridin-4-yl)-2,6-diazaspiro[3.4]octan-6-yl)-1H-pyrazolo[3,4-b]pyrazine FC(OCCN1N=CC=2C1=NC(=CN2)N2CC1(CN(C1)C1=CC(=NC=C1)C(F)(F)F)CC2)(F)F